CS(=O)(=O)N1CCC2=CC=C(C=C12)C(=O)NCC1=NC=C2C=CC(=NC2=C1)N1CCN(CC1)C=1N=NC=CC1 1-(methylsulfonyl)-N-((2-(4-(pyridazin-3-yl)piperazin-1-yl)-1,6-naphthyridin-7-yl)methyl)indoline-6-carboxamide